(R)-N-(1-(3-amino-5-(trifluoromethyl)phenyl)ethyl)-2-cyclopropyl-7-methoxy-6-(2-methoxyethoxy)quinazolin-4-amine NC=1C=C(C=C(C1)C(F)(F)F)[C@@H](C)NC1=NC(=NC2=CC(=C(C=C12)OCCOC)OC)C1CC1